C(C)(=O)O[C@H]1[C@H](O[C@H]([C@@H]([C@H]1OC(C)=O)NC(C)=O)OCCCCCCNC(=O)OCC1=CC=CC=C1)COC(C)=O (2R,3R,4R,5R,6R)-5-acetamido-2-(acetoxymethyl)-6-((6-(((benzyloxy)carbonyl)amino)hexyl)oxy)tetrahydro-2H-pyran-3,4-diyl diacetate